FC1=CC=C(C(=O)NC(C)C2=NC=3CCCN(C3C=C2)C(=O)[C@@]2(OCCCC2)C)C=C1 4-fluoro-N-(1-{5-[(2R)-2-methyloxane-2-carbonyl]-5,6,7,8-tetrahydro-1,5-naphthyridin-2-yl}ethyl)benzamide